C(C1=CC=CC=C1)OC1=NC(=CC=C1C1=NN(C2=CC(=CC=C12)N1CCC(CC1)C(OC)OC)C)OCC1=CC=CC=C1 3-(2,6-dibenzyloxy-3-pyridyl)-6-[4-(dimethoxymethyl)-1-piperidyl]-1-methyl-indazole